C(#N)N1[C@H](C[C@H](C1)OC)C(=O)N(C1=CC=C(C=C1)S(F)(F)(F)(F)F)C(C(=O)NC1=CC2=C(OCCO2)C=C1)C=1C=NC=CC1 (2R,4R)-1-cyano-N-[2-(2,3-dihydro-1,4-benzodioxin-6-ylamino)-2-oxo-1-(3-pyridyl)ethyl]-4-methoxy-N-[4-(pentafluoro-λ6-sulfanyl)phenyl]pyrrolidine-2-carboxamide